S1C(=CC2=C1C=CC=C2)C2=CC=C(C=C2)N(C2=CC=C(C=C2)C2=CC1=C(N=C(O1)C1=CC=CC=C1)C=C2)C2=CC=C(C=C2)C2=CC1=C(N=C(O1)C1=CC=CC=C1)C=C2 N-(4-benzothiophene-2-yl-phenyl)-N,N-bis{4-(2-phenyl-benzooxazole-6-yl)-phenyl}-amine